1-(4-Bromobenzyl)-5-chloro-6',7'-dimethoxy-3',4'-dihydro-2'H-spiro[indoline-3,1'-isoquinolin]-2-one BrC1=CC=C(CN2C(C3(NCCC4=CC(=C(C=C34)OC)OC)C3=CC(=CC=C23)Cl)=O)C=C1